N-{6-chloro-7-methoxy-1H,2H,3H-cyclopenta[b]quinolin-9-yl}-1-methylpiperidin-4-amine ClC=1C(=CC=2C(=C3C(=NC2C1)CCC3)NC3CCN(CC3)C)OC